COC=1C=C2C(=NC=NC2=CC1OC)N1CCC2(CCN(C2)[S@@](=O)(=N)C)CC1 (S)-8-(6,7-dimethoxyquinazolin-4-yl)-2-(S-methylsulfonimidoyl)-2,8-diazaspiro[4.5]decane